C(C)OC(\C(=C(/C(=O)OCC)\Cl)\Cl)=O 2,3-dichloro-maleic acid diethyl ester